[C@@H]1([C@H](O)[C@H](O)[C@@H](CO)O1)N1C(=O)NC(=O)C=C1 [1H9]Uridine